COC1=C(C(=O)OC)C=C(C=C1)C1=NOC2C1CNC2 methyl 2-methoxy-5-(3a,5,6,6a-tetrahydro-4H-pyrrolo[3,4-d]isoxazol-3-yl)benzoate